N-(1-Pyridin-4-yl-ethyl)-3-[3-(4-trifluoromethoxy-benzyl)-3H-imidazo[4,5-b]pyridin-2-yl]-propionamide N1=CC=C(C=C1)C(C)NC(CCC1=NC=2C(=NC=CC2)N1CC1=CC=C(C=C1)OC(F)(F)F)=O